NC1=C(C(=NC=2N1N=C(C2C)C)NCCC=2C(N(C=CC2)CCCN)=O)C#N 7-amino-5-((2-(1-(3-aminopropyl)-2-oxo-1,2-dihydropyridin-3-yl)ethyl)amino)-2,3-dimethylpyrazolo[1,5-a]pyrimidine-6-carbonitrile